2-chloro-9,10-dibutoxy-methyl-oxy-anthracene ClC1=C(C2=C(C3=CC=CC=C3C(=C2C=C1)OCCCC)OCCCC)OC